para-trifluoromethyl-benzoyl chloride FC(C1=CC=C(C(=O)Cl)C=C1)(F)F